C(CCCCC)CC(=O)[O-] cis-2-Hexylacetat